4-Amino-1-(2H-indazol-7-yl)-2-oxo-7-(trifluoromethyl)-1,2-dihydroquinoline-3-carboxylic acid methyl ester COC(=O)C=1C(N(C2=CC(=CC=C2C1N)C(F)(F)F)C1=CC=CC2=CNN=C12)=O